3,5-dihydroxy-4,6,6-tris(3-methylbut-2-en-1-yl)-2-(2-methylpropanoyl)cyclohexa-2,4-dien-1-one OC1=C(C(C(C(=C1CC=C(C)C)O)(CC=C(C)C)CC=C(C)C)=O)C(C(C)C)=O